2-((3aR,5r,6aS)-5-benzyl-5-hydroxyhexahydrocyclopenta[c]pyrrol-2(1H)-yl)-1-(4'-hydroxy-[1,1'-biphenyl]-3-yl)ethanone C(C1=CC=CC=C1)C1(C[C@@H]2[C@@H](CN(C2)CC(=O)C=2C=C(C=CC2)C2=CC=C(C=C2)O)C1)O